7-{[1-(D-α-glutaminyl)azetidin-3-yl]oxy}-2-hydroxy-3,4-dihydro-2H-1,2-benzoxaborinine-8-carboxylic acid trifluoroacetate FC(C(=O)O)(F)F.N[C@H](CCC(=O)N1CC(C1)OC1=C(C2=C(CCB(O2)O)C=C1)C(=O)O)C(N)=O